CCOC(=O)CCCC=C The molecule is the fatty acid ethyl ester of 5-hexenoic acid. It has a role as a flavouring agent and a metabolite.